(2-amino-3-(3-(4-((((tetrahydro-2H-pyran-4-yl)methyl)amino)methyl)benzyl) isoxazol-5-yl)pyridin-1-ium-1-yl) methyl hydrogen phosphate P(=O)(O[N+]1=C(C(=CC=C1)C1=CC(=NO1)CC1=CC=C(C=C1)CNCC1CCOCC1)N)(OC)O